6H-[1,2,3]triazolo[5,1-c][1,4]oxazepine N1N=CC2=COCC=CN21